(2R,3S,4S,5S)-5-(4-aminopyrrolo[2,1-f][1,2,4]triazin-7-yl)-2-cyano-2-(((isobutoxycarbonyl)oxy)methyl)tetrahydrofuran-3,4-diyl dipropionate C(CC)(=O)O[C@@H]1[C@](O[C@H]([C@@H]1OC(CC)=O)C1=CC=C2C(=NC=NN21)N)(COC(=O)OCC(C)C)C#N